(S)-2-(2,6-dichlorobenzoylamino)-3-(4-(4-(trifluoromethyl)isoquinolin-3-yl)naphthalen-1-yl)propionic acid ClC1=C(C(=O)N[C@H](C(=O)O)CC2=CC=C(C3=CC=CC=C23)C=2N=CC3=CC=CC=C3C2C(F)(F)F)C(=CC=C1)Cl